[Na].C(CCCCCCCCCCC)S n-dodecyl mercaptan sodium salt